trans-4-ethyl-4'-(4-propenyl-cyclohexyl)-1,1'-biphenyl C(C)C1=CC=C(C=C1)C1=CC=C(C=C1)[C@@H]1CC[C@H](CC1)C=CC